(1-(4-iodopyridin-2-yl)piperidin-4-yl)dimethylphosphine oxide IC1=CC(=NC=C1)N1CCC(CC1)P(C)(C)=O